NCC[Si](OC)(OC)OC 2-amino-ethyltrimethoxysilane